C(C=C)(=O)SCSC=1SC(=NN1)SCCCCCC 2-Acryloylthiomethylthio-5-n-hexylthio-1,3,4-thiadiazole